O1C=C(C=C1)C=1C(N(C(C1)=O)CC1CCOCC1)=O 3-(furan-3-yl)-1-((tetrahydro-2H-pyran-4-yl)methyl)-1H-pyrrole-2,5-dione